(2S,4R)-1-[(2S)-2-[4-[(3-cyanophenoxy)methyl]triazol-1-yl]-3,3-dimethyl-butanoyl]-4-hydroxy-N-methyl-pyrrolidine-2-carboxamide C(#N)C=1C=C(OCC=2N=NN(C2)[C@H](C(=O)N2[C@@H](C[C@H](C2)O)C(=O)NC)C(C)(C)C)C=CC1